BrC1=CN=C2N1C=C(N=C2C)C(=O)N(C2=CC(=C(C=C2)F)OC)CC#N 3-bromo-N-(cyanomethyl)-N-(4-fluoro-3-methoxy-phenyl)-8-methyl-imidazo[1,2-a]pyrazine-6-carboxamide